N1=C(NC2=C1C=CC=C2)C=2NC1=C(N2)C=CC=C1 benzimidazolyl-benzimidazole